FC(C1=NN(C=N1)C1CC2(CN(C2)C(=O)N2CC3(C2)CC(C3)CC3=CC(=NN3)C(F)(F)F)C1)F [6-[3-(difluoromethyl)-1,2,4-triazol-1-yl]-2-azaspiro[3.3]heptan-2-yl]-[6-[[3-(trifluoromethyl)-1H-pyrazol-5-yl]methyl]-2-azaspiro[3.3]heptan-2-yl]methanone